B(O)(O)O.C=1(C(=CC=CC1)C)C xylene-boric acid